((2S,4S)-2,4-dimethylazetidin-1-yl)((6aR,9R)-7-propyl-4,6,6a,7,8,9-hexahydroindolo[4,3-fg]quinolin-9-yl)methanone C[C@@H]1N([C@H](C1)C)C(=O)[C@H]1CN([C@@H]2CC=3C4=C(C2=C1)C=CC=C4NC3)CCC